tert-butyl 3-((1-methyl-1H-pyrazol-4-yl)oxy)azetidine-1-carboxylate CN1N=CC(=C1)OC1CN(C1)C(=O)OC(C)(C)C